N1N=NC(=C1)C(=O)[O-].[Cu+2].C(C)(C)(C)C1=NC=CC=N1.N1N=NC(=C1)C(=O)[O-] tert-butyl-pyrimidine copper triazolate